[Li+].FC1=CC=C(C=C1)C(C)NC1=C(C(=O)[O-])C=CN=C1 3-((1-(4-fluorophenyl)ethyl)amino)isonicotinic acid, lithium salt